3-[2,3-Dicarboxy-4-[4-[(E)-3-oxo-3-phenylprop-1-enyl]phenoxy]phenyl]-6-[4-[(E)-3-oxo-3-phenylprop-1-enyl]phenoxy]phthalic acid C(=O)(O)C1=C(C=CC(=C1C(=O)O)OC1=CC=C(C=C1)\C=C\C(C1=CC=CC=C1)=O)C1=C(C(C(=O)O)=C(C=C1)OC1=CC=C(C=C1)\C=C\C(C1=CC=CC=C1)=O)C(=O)O